NC1=C(C=CC(=C1)OC(F)(F)F)C(=O)N1CCC(CC1)C1=C2C(=NC=C1)NC(=N2)CC2COC2 [2-Amino-4-(trifluoromethoxy)phenyl]-[4-[2-(oxetan-3-ylmethyl)-3H-imidazo[4,5-b]pyridin-7-yl]-1-piperidyl]methanone